C(C=C)(=O)NC(CS(=O)(=O)[O-])(C)C.[Na+] sodium 2-acrylamido-2-methylpropanesulfonate salt